COC(=O)[C@H]1N(CCCC1)CC=1C=NC(=CC1)C(NC=1C(=C(C=CC1)C1=C(C(=CC=C1)NC(C1=NC=C(C=C1)C=O)=O)C)C)=O.[Cl-].C(CCCCCCC)[NH+]1CC(CCC1)CCCC 1-Octyl-3-butylpiperidinium chlorid methyl-(S)-1-((6-((3'-(5-formylpicolinamido)-2,2'-dimethyl-[1,1'-biphenyl]-3-yl)carbamoyl)pyridin-3-yl)methyl)piperidine-2-carboxylate